4-aminobutyric acid calcium [Ca].NCCCC(=O)O